C(C#CC)C1=NC=2N(C(NC(C2N1)=O)=O)C (2-butynyl)-3-methylxanthine